8-bromo-7-methyl-5-[[6-(trifluoromethyl)-3-pyridyl]methyl]-3,4-dihydro-2H-1,5-benzoxazepine BrC1=CC2=C(N(CCCO2)CC=2C=NC(=CC2)C(F)(F)F)C=C1C